BrC1=CC2=CC(=CC=C2C=C1)OCOC 2-bromo-7-(methoxymethoxy)naphthalene